4-(azetidin-3-yl)-5-methoxy-1-methyl-1H-pyrazole N1CC(C1)C=1C=NN(C1OC)C